CC1=CC=C(C=C1)SC1=CC=C(C=C1)C 4-Methylphenylsulfide